CC1N(CCOC1)C1=CC=C(C=N1)C1=NN2C(N=CC=C2)=C1C(=O)N[C@@H]1C(NC2=C(C(=N1)C1=CC=CC=C1)C=CC=C2)=O 2-[6-(3-methylmorpholin-4-yl)pyridin-3-yl]-N-[(3S)-2-oxo-5-phenyl-1,3-dihydro-1,4-benzodiazepine-3-Yl]pyrazolo[1,5-a]pyrimidine-3-carboxamide